C(=O)(OC(C)(C)C)C(COCCN)N (2-(2-Boc-aminoethoxy)ethyl)amine